C[S@@](=O)(=N)C1=CC=C(C=C1)NC(OC(C)(C)C)=O tert-butyl (S)-(4-(S-methylsulfonimidoyl)phenyl)carbamate